NN1C(N(N=CC1=O)C1=CC(=C(C(=C1)Cl)OC1=CN(C(C(=C1)CCC)=O)C(C)C)Cl)=O amino-2-(3,5-dichloro-4-((1-isopropyl-6-oxo-5-propyl-1,6-dihydropyridin-3-yl)oxy)phenyl)-1,2,4-triazine-3,5(2H,4H)-dione